OCCC(CNC1=C(C(=C(C=C1)CCC(=O)[O-])C)[N+](=O)[O-])C1=CC=C(C=C1)C(F)(F)F 3-[4-({4-hydroxy-2-[4-(trifluoromethyl)phenyl]butyl}amino)-2-methyl-3-nitrophenyl]propanoate